methyltri-n-octylammonium bisulfate S([O-])(O)(=O)=O.C[N+](CCCCCCCC)(CCCCCCCC)CCCCCCCC